3-(N-(4-ethoxyphenyl)-N-methylsulfamoyl)-N-(3-((2-methoxyethoxy)methyl)phenyl)thiophene-2-carboxamide C(C)OC1=CC=C(C=C1)N(S(=O)(=O)C1=C(SC=C1)C(=O)NC1=CC(=CC=C1)COCCOC)C